hexafluoroisopropylmethyl carbonate C(OCC(C(F)(F)F)C(F)(F)F)([O-])=O